ClC=1C(=NC(=C(C(=O)OC)C1)N1CCC2(CC2)CC1)C methyl 5-chloro-6-methyl-2-(6-azaspiro[2.5]octan-6-yl)nicotinate